N1(N=CN=C1)C1=CC=C(C=C1)C=1N=NNN1 5-[4-(1H-1,2,4-triazol-1-yl)phenyl]-2H-tetrazole